tetradecyl-(3-aminopropyl)-lauramide C(CCCCCCCCCCCCC)C(C(=O)N)(CCCCCCCCCC)CCCN